C(C)C(C(=O)[O-])(CCCCCCC)CCC.[Nd+3].C(C)C(C(=O)[O-])(CCCCCCC)CCC.C(C)C(C(=O)[O-])(CCCCCCC)CCC Neodymium (2-ethyl-2-propyl nonanoate)